N-((3S,4R)-3-fluoro-1-methylpiperidin-4-yl)-2-(3-((2-methoxy-4-(methylsulfonyl)phenyl)amino)prop-1-yn-1-yl)-3-(3,3,3-trifluoroprop-1-en-2-yl)imidazo[1,2-a]pyridin-8-amine F[C@H]1CN(CC[C@H]1NC=1C=2N(C=CC1)C(=C(N2)C#CCNC2=C(C=C(C=C2)S(=O)(=O)C)OC)C(=C)C(F)(F)F)C